N[C@H](C(N[C@H](C(NCCNC(OCC1=CC=CC=C1)=O)=O)CS(=O)(=O)[O-])=O)CS(=O)(=O)[O-].[K+].[K+] dipotassium (9R,12R)-12-amino-3,8,11-trioxo-1-phenyl-9-(sulfonatomethyl)-2-oxa-4,7,10-triazatridecane-13-sulfonate